boc-prolyl alcohol C(=O)(OC(C)(C)C)N1[C@@H](CCC1)C(=O)O